CC=1N(C2=NC(=NC(=C2N1)NN=CC1=CC(=CC=C1)C)N1CCOCC1)C1=NC=CC=C1 4-(8-methyl-6-(2-(3-methylbenzylidene)hydrazinyl)-9-(pyridin-2-yl)-9H-purin-2-yl)morpholine